COC(CBr)OC1C=CCC1(C)C bromoacetaldehyde 5,5-dimethyl-2-cyclopentenyl methyl acetal